N(=C=S)C(CCCCCC(=O)OCCCCCCCCCCC)CCCCCCCC(=O)OC(CCCCCCCC)CCCCCCCC 15-(heptadecan-9-yl) 1-undecyl 7-isothiocyanatopentadecanedioate